(1-benzyl-5-(p-tolyl)-1H-imidazol-2-yl)(p-tolyl)methanone C(C1=CC=CC=C1)N1C(=NC=C1C1=CC=C(C=C1)C)C(=O)C1=CC=C(C=C1)C